FC1=CC=C(C=C1)C1=NN2C(CN(CC2)C)=C1C1=C2C(=NC=C1)CN(O2)C 7-(2-(4-fluorophenyl)-5-methyl-4,5,6,7-tetrahydropyrazolo[1,5-a]pyrazin-3-yl)-2-methyl-2,3-dihydroisoxazolo[4,5-b]pyridine